BrC=1C=NN2C1OCC(C2)CNC(OC(C)(C)C)=O tert-butyl ((3-bromo-6,7-dihydro-5H-pyrazolo[5,1-b][1,3]oxazin-6-yl)methyl)carbamate